C(C)(C)/C=1/C(=O)OC(\C1)=O isopropylmaleic anhydride